Di(aziridin-1-yl)phosphinic acid (S)-4-(3-(1-methyl-1H-pyrazol-4-yl) phenoxy)-5-nitro-2,3-dihydro-1H-inden-1-yl ester CN1N=CC(=C1)C=1C=C(OC2=C3CC[C@@H](C3=CC=C2[N+](=O)[O-])OP(=O)(N2CC2)N2CC2)C=CC1